butyl-trimethyl-bromopropyl-4,4'-bipyridine C(CCC)C1=NC=CC(=C1)C1=C(C(=NC(=C1C)C)CCCBr)C